C(#N)C=1C=C(C=CC1)C1=NOC(=C1)N1C([C@H]2N(CCN(C2)C#N)CC1)=O (S)-8-(3-(3-cyanophenyl)isoxazol-5-yl)-9-oxooctahydro-2H-pyrazino[1,2-a]pyrazine-2-carbonitrile